3-Cyclohexyldimethylamine C1CC(CCC1)N(C)C